N-(4-((3-cyano-5-(methylsulfonyl)phenyl)amino)-5-(1-ethyl-1H-pyrazol-3-yl)pyridin-2-yl)acetamide C(#N)C=1C=C(C=C(C1)S(=O)(=O)C)NC1=CC(=NC=C1C1=NN(C=C1)CC)NC(C)=O